C1(CC1)NC[C@@H](CC(C)C)N1C2=C(C(C3=CC(=CC=C13)F)=O)C1=CC3=C(C(N1C2)=O)COC([C@]3(O)CC)=O (S)-11-((R)-1-(cyclopropylamino)-4-methylpentane-2-yl)-4-ethyl-8-fluoro-4-hydroxy-1,12-dihydro-14H-pyrano[3',4':6,7]indolizino[2,1-b]quinoline-3,6,14(4H,11H)-trione